BrN1C(C(C2=CC=CC=C12)(C)C)=O bromo-3,3-dimethyl-2-oxoindolin